Methyl 2-((3-(2-chloro-5-((1R,3R)-2,2-dichloro-3-(4-fluoro-3-(trifluoromethyl) phenyl) cyclopropane-1-carboxamido) benzoylamino)-2,6-difluorophenyl) amino)-2-oxoacetate ClC1=C(C(=O)NC=2C(=C(C(=CC2)F)NC(C(=O)OC)=O)F)C=C(C=C1)NC(=O)[C@@H]1C([C@H]1C1=CC(=C(C=C1)F)C(F)(F)F)(Cl)Cl